2,5-dichloro-N-(3-((2-(ethylamino)pyrimidin-5-yl)ethynyl)-2,4-difluorophenyl)benzenesulfonamide TFA salt OC(=O)C(F)(F)F.ClC1=C(C=C(C=C1)Cl)S(=O)(=O)NC1=C(C(=C(C=C1)F)C#CC=1C=NC(=NC1)NCC)F